FC(CN1CC2=CC(=C(C=C2CC1)OC)N)F 2-(2,2-Difluoroethyl)-6-methoxy-1,2,3,4-tetrahydroisoquinolin-7-amine